tert-butyl 8-bromo-7-fluoro-2,4-dihydro-1,3-benzoxazine-3-carboxylate BrC1=C(C=CC=2CN(COC21)C(=O)OC(C)(C)C)F